C(C)C1=CC(=NC=C1)N1N=CC(=C1C(F)(F)F)C(=O)NC1=CC(=C(C=C1)OC1=C2C(=NC=C1)NC(N2C(C)C)=O)F 1-(4-ethylpyridine-2-yl)-N-(3-fluoro-4-((1-isopropyl-2-oxo-2,3-dihydro-1H-imidazo[4,5-b]pyridine-7-yl)oxy)phenyl)-5-(trifluoromethyl)-1H-pyrazole-4-carboxamide